OC(C(C)(C)C1=CC=2N(C=C1)C(=CN2)C2=CC(=C(C(=O)NCC(F)(F)F)C(=C2)OC)OC)C 4-[7-(2-hydroxy-1,1-dimethylpropyl)imidazo[1,2-a]pyridin-3-yl]-2,6-dimethoxy-N-(2,2,2-trifluoroethyl)benzamide